(1R,2S,5R)-5-(2-boronoethyl)-2-(((S)-2-((tert-butoxycarbonyl)amino)propanamido)methyl)-1-(methylamino)cyclohexane-1-carboxylic acid B(O)(O)CC[C@@H]1CC[C@H]([C@](C1)(C(=O)O)NC)CNC([C@H](C)NC(=O)OC(C)(C)C)=O